FC(OC1=CC=C(C=C1)NN=C(C#N)C#N)(F)F Carbonyl cyanide-4-(trifluoromethoxy)phenylhydrazone